tert-Butyl ((1R,3S)-3-((2-amino-4-bromophenyl)amino)cyclohexyl)carbamate NC1=C(C=CC(=C1)Br)N[C@@H]1C[C@@H](CCC1)NC(OC(C)(C)C)=O